C(C)(C)(C)OC1=NC(=CC(=C1)C1=CC(=NC=C1)NC=1N=CN(C1)C)C1=C(C=CC=C1)C(F)(F)F 4-[2-tert-butoxy-6-[2-(trifluoromethyl)phenyl]-4-pyridinyl]-N-(1-methylimidazol-4-yl)pyridin-2-amine